C(C)C(O[SiH](OC)C1=CC=CC=C1)CC bis-ethylphenyl-dimethoxysilane